1-((3R,5R,8R,9R,10S,13S,14S,15R,17S)-15-ethyl-3-hydroxy-3,13-dimethylhexadecahydro-1H-cyclopenta[a]phenanthren-17-yl)-2-(1H-1,2,3-triazol-1-yl)ethan-1-one C(C)[C@H]1[C@H]2[C@@H]3CC[C@@H]4C[C@](CC[C@@H]4[C@H]3CC[C@@]2([C@H](C1)C(CN1N=NC=C1)=O)C)(C)O